ethyl 2-(5-(2,3-dihydroxypropyl)-2-oxo-4-(trifluoromethyl)pyridin-1(2H)-yl)-4-fluoro-4-methylpentanoate OC(CC=1C(=CC(N(C1)C(C(=O)OCC)CC(C)(C)F)=O)C(F)(F)F)CO